Cinnoline-8-carboxamide hydrochloride Cl.N1=NC=CC2=CC=CC(=C12)C(=O)N